N=1C=NN2C1C=C(C=C2)OC2=C(C=C(C=C2)NC=2C=CN1N=CN=C(C12)C1(CN(C1)C(C1=CC=CC=C1)C1=CC=CC=C1)O)C 3-(5-((4-([1,2,4]triazolo[1,5-a]pyridin-7-yloxy)-3-methylphenyl)amino)pyrrolo[2,1-f][1,2,4]triazin-4-yl)-1-benzhydrylazetidin-3-ol